tert-butyl (2S,4R)-4-(2,3-dichloro-6-methoxyphenyl)-2-[[(2-methoxy-2-oxoethyl)amino]methyl]piperidine-1-carboxylate ClC1=C(C(=CC=C1Cl)OC)[C@H]1C[C@H](N(CC1)C(=O)OC(C)(C)C)CNCC(=O)OC